C(C)(C)N1N=C(C=C1C1=CC(CC1)=O)C(F)(F)F 3-(1-isopropyl-3-(trifluoromethyl)-1H-pyrazol-5-yl)cyclopent-2-en-1-one